C(C)=C1C[C@@]2(C[C@H](CN2C1)F)CO ((6R,7aR)-2-ethylidene-6-fluorotetrahydro-1H-pyrrolizin-7a(5H)-yl)methanol